C[C@@H]1CN(C[C@@H](O1)C)C1=C(C(=NC(=N1)C)NC1=NNC2=CC(=CC=C12)C1CC12C(NC1=CC=C(C=C21)OC)=O)OC 2-[3-({6-[(2R,6S)-2,6-dimethylmorpholin-4-yl]-5-methoxy-2-methylpyrimidin-4-yl}amino)-1H-indazol-6-yl]-5'-methoxy-1'H-spiro[cyclopropane-1,3'-indol]-2'-one